C(C(=C)C)(=O)OCCC1=CC=CC2=CC=CC=C12 methacryloxyethyl-naphthalene